N[C@H](C(=O)O)CC1=CC(=C(C=C1)NC1=NC=C(C(=N1)NC1CC1)C(F)(F)F)OC (S)-2-amino-3-(4-((4-(cyclopropylamino)-5-(trifluoromethyl)pyrimidin-2-yl)amino)-3-methoxyphenyl)propanoic acid